titanium curcumin COC1=CC(=CC=C1O)\C=C\C(=O)CC(=O)\C=C\C1=CC=C(O)C(OC)=C1.[Ti]